CC1=NOC(=C1CN1C=2N(C3=CC=C(C=C3C1=O)S(=O)(=O)NC1(CC1)C)[C@H](CN2)C#C)C (S)-4-((3,5-dimethylisoxazol-4-yl)methyl)-1-ethynyl-N-(1-methylcyclopropyl)-5-oxo-1,2,4,5-tetrahydroimidazo[1,2-a]quinazoline-7-sulfonamide